FC=1C(=C(C=C(C1)[C@@H]1OCCC1)[C@@H](C(=O)O)N1C[C@@H](CC1)OCCCCCC1=NC=2NCCCC2C=C1)OC (S)-2-(3-fluoro-2-methoxy-5-((R)-tetrahydrofuran-2-yl)phenyl)-2-((R)-3-((5-(5,6,7,8-tetrahydro-1,8-naphthyridin-2-yl)pentyl)oxy)pyrrolidin-1-yl)acetic acid